BrC=1C2(C3=CC=CC=C3C1)CCC(CC2)(C#N)NC2=CC(=CC=C2)Br (1s,4s)-2'-bromo-4-(3-bromoanilino)spiro[cyclohexane-1,1'-indene]-4-carbonitrile